methyl (R)-3-amino-2-(((benzyloxy)carbonyl)amino)propanoate hydrochloride Cl.NC[C@H](C(=O)OC)NC(=O)OCC1=CC=CC=C1